3-[6-(3-cyclopropyl-2-fluorophenoxy)-3-methyl-1,2,4-triazin-5-yl]-5-(2,4-dimethylbenzyl)-5,6-dihydro-4H-1,2,4-oxadiazine C1(CC1)C=1C(=C(OC2=C(N=C(N=N2)C)C2=NOCC(N2)CC2=C(C=C(C=C2)C)C)C=CC1)F